CN(C(OC(C)(C)C)=O)[C@@H]1COC2=C1C=CC(=C2)NS(=O)(=O)C(F)(F)F tert-butyl (S)-methyl(6-((trifluoromethyl)sulfonamido)-2,3-dihydrobenzofuran-3-yl)carbamate